3-((5-fluorothieno[2,3-b]pyridin-3-yl)methylene)pentane-2,4-dione FC=1C=C2C(=NC1)SC=C2C=C(C(C)=O)C(C)=O